C(C)(C)OC(=O)N1[C@H](CN(CC1)CC1=C(C(=CC(=C1)C)NC=1OC(=NN1)[C@H]([C@@H](C)O)N)C)C (2S)-4-[[3-[[5-[(1S,2R)-1-amino-2-hydroxy-propyl]-1,3,4-oxadiazol-2-yl]amino]-2,5-dimethyl-phenyl]methyl]-2-methyl-piperazine-1-carboxylic acid isopropyl ester